3-(2,3-dihydrobenzofuran-7-yl)-2-methyl-3-oxopropanenitrile O1CCC2=C1C(=CC=C2)C(C(C#N)C)=O